N-(2-oxoindolin-5-yl)-3-(2-pyrimidin-2-ylethynyl)benzamide O=C1NC2=CC=C(C=C2C1)NC(C1=CC(=CC=C1)C#CC1=NC=CC=N1)=O